(2R)-N-((S)-(5-chloro-6-(trifluoromethyl)pyridin-3-yl)(5-fluoro-6-(trifluoromethyl)pyridin-2-yl)methyl)-2-methyl-3-oxopiperazine-1-carboxamide ClC=1C=C(C=NC1C(F)(F)F)[C@H](NC(=O)N1[C@@H](C(NCC1)=O)C)C1=NC(=C(C=C1)F)C(F)(F)F